propyne propionate C(CC)(=O)O.C#CC